3-(3-methyl-2-oxo-5-(piperazin-1-ylmethyl)-2,3-dihydro-1H-benzo[d]imidazol-1-yl)piperidine-2,6-dione CN1C(N(C2=C1C=C(C=C2)CN2CCNCC2)C2C(NC(CC2)=O)=O)=O